Cl.NC\C=C(\CN1C=NC2=C1C=C(C=C2C2=CC(=CC=C2)S(=O)(=O)N2CC(CC2)(F)F)C(=O)OC)/F Methyl (Z)-1-(4-amino-2-fluorobut-2-en-1-yl)-4-(3-((3,3-difluoropyrrolidin-1-yl)sulfonyl)phenyl)-1H-benzo[d]imidazole-6-carboxylate hydrochloride